3-(5-chloro-1-p-toluenesulfonyl-1H-indol-4-yl)-5-(1H-indol-6-yl)-4-isopropyl-1H-pyrrole-2-carboxylate ClC=1C(=C2C=CN(C2=CC1)S(=O)(=O)C1=CC=C(C)C=C1)C1=C(NC(=C1C(C)C)C1=CC=C2C=CNC2=C1)C(=O)[O-]